2,4-dichloro-1-iodobenzene ClC1=C(C=CC(=C1)Cl)I